[[4-[(4-chlorophenyl)methylsulfamoyl]phenyl]methyl] carbamate C(N)(OCC1=CC=C(C=C1)S(NCC1=CC=C(C=C1)Cl)(=O)=O)=O